C(CCC)N1C2N=CN=C(C2=NC1CC1=CC(=C(C(=C1)OC)OC)OC)N 9-butyl-8-(3,4,5-trimethoxybenzyl)-4,9-dihydro-8H-purin-6-amine